C(#N)C1=C(C=CC(=C1)C(F)(F)F)N1CCC(CC1)(C=1C=CC(=NC1)C=1C(=NC=CC1)OCC)NC(=O)N[C@@H]1CN(CC1)C 1-{1-[2-cyano-4-(trifluoromethyl)phenyl]-4-{2'-ethoxy-[2,3'-bipyridin]-5-yl}piperidin-4-yl}-3-[(3S)-1-methylpyrrolidin-3-yl]urea